C[Si](C#CCC#CCCCCC)(C)C 10-trimethylsilyl-6,9-decanediyne